C1=CC(=CC=C1C2=CC=C(C=C2)NN)NN.O.Cl.Cl.Cl.Cl diaminobenzidine tetrahydrochloride hydrate